[Si](C)(C)(C(C)(C)C)O[C@@]1(C[C@H](N2N=C(N=C21)C(=O)C2CC2)C2=CC=CC=C2)[2H] [trans-7-[tert-butyl(dimethyl)silyl]oxy-7-deuterio-5-phenyl-5,6-dihydropyrrolo[1,2-b][1,2,4]triazol-2-yl]-cyclopropyl-methanone